C(#N)C=1C=CC(=NC1)NC1=C(C=C(C=C1)S(=O)(=O)NC)C=1N=CN(C1)C 4-[(5-cyano-2-pyridinyl)amino]-N-methyl-3-(1-methylimidazol-4-yl)benzenesulfonamide